1-Cyclopropyl-3-[1-(2H-1,2,3-triazol-2-yl)cyclopropyl]-1H-pyrazol-5-amine C1(CC1)N1N=C(C=C1N)C1(CC1)N1N=CC=N1